Cl.ClCN chloromethylamine hydrochloride